elaidyl palmitate C(CCCCCCCCCCCCCCC)(=O)OCCCCCCCC\C=C\CCCCCCCC